ethyl (E)-4-(((2R,3S)-2-hydroxy-3-(4-methoxy-1H-indole-2-carboxamido)-5-methylhexyl)(((S)-2-oxopyrrolidin-3-yl)methyl)amino)-4-oxobut-2-enoate O[C@H](CN(C(/C=C/C(=O)OCC)=O)C[C@H]1C(NCC1)=O)[C@H](CC(C)C)NC(=O)C=1NC2=CC=CC(=C2C1)OC